C(C)(C)C1=C(NC2=CC=C(C=C12)OC1CCN(CC1)CCC)C=1C=C(C=2N(C1)N=CN2)OC 6-(3-isopropyl-5-((1-propylpiperidin-4-yl)oxy)-1H-indol-2-yl)-8-methoxy-[1,2,4]triazolo[1,5-a]pyridine